4-({5-chloro-4-[(5S)-2,2,5-trimethylmorpholin-4-yl]pyrimidin-2-yl}amino)-N-methylbenzenesulfonamide ClC=1C(=NC(=NC1)NC1=CC=C(C=C1)S(=O)(=O)NC)N1CC(OC[C@@H]1C)(C)C